2-hydroxy-4-(3-methylpyridin-2-yl)-7-(4-methylthiazol-5-yl)-5,6-dihydroquinoline-3-carbonitrile OC1=NC=2C=C(CCC2C(=C1C#N)C1=NC=CC=C1C)C1=C(N=CS1)C